BrC1=CC(=C(C(=O)NC2=CC(=C(C=C2)Br)C)C=C1)C(F)(F)F 4-bromo-N-(4-bromo-3-methyl-phenyl)-2-trifluoromethyl-benzamide